ClC=1C=C2C(=CC1)NC(C21CCN(CC1)CCOC=1C=C2C(=NC1)N(C=C2)C2CC(C2)(C)O)=O 5-chloro-1'-[2-({1-[3-hydroxy-3-methylcyclobutyl]-1H-pyrrolo[2,3-b]pyridin-5-yl}oxy)ethyl]-1,2-dihydrospiro[indole-3,4'-piperidin]-2-one